CN1C(N(C=2N=CN(C2C1=S)CC1=CC=C(C=C2C(NC(NC2=O)=O)=O)C=C1)C)=O 5-(4-((1,3-dimethyl-2-oxo-6-thioxo-1,2,3,6-tetrahydro-7H-purin-7-yl)methyl)benzylidene)pyrimidine-2,4,6(1H,3H,5H)-trione